NC1=C(C=C(OC2=CC(=NC=C2)NC(C)=O)C=C1)SC N-[4-(4-amino-3-methylsulfanyl-phenoxy)-2-pyridyl]acetamide